COC(CN)OC 2,2-Dimethoxyethan-1-amine